benzo[d]oxazole-3-carboxamide O1CN(C2=C1C=CC=C2)C(=O)N